N(=[N+]=[N-])[C@@H](C=O)[C@@H](O)[C@@H](O)[C@H](O)CO 2-Azido-2-deoxy-galactose